4-(4-fluoro-3-nitrophenyl)pyrrolidin-2-one tert-butyl-7-(3,6-dichloro-5-fluoro-4-methyl-2,7-naphthyridin-1-yl)-3-oxa-7,9-diazabicyclo[3.3.1]nonane-9-carboxylate C(C)(C)(C)OC(=O)N1C2COCC1CN(C2)C2=NC(=C(C1=C(C(=NC=C21)Cl)F)C)Cl.FC2=C(C=C(C=C2)C2CC(NC2)=O)[N+](=O)[O-]